C(CCCCCCC)OC(CCC(=O)OCC(COC(C1=CC=C(C=C1)CN(CC)CC)=O)COC(CCCCCCC\C=C/C\C=C/CCCCC)=O)OCCCCCCCC 3-((4,4-bis(octyloxy)butanoyl)oxy)-2-(((9Z,12Z)-octadeca-9,12-dienoyloxy)methyl)propyl-4-((diethylamino)methyl)benzoate